C(C)(C)(C)OC(=O)N1CC=C(CC1)C1=CC=NC2=CC=C(C=C12)F 4-(6-fluoroquinolin-4-yl)-5,6-dihydropyridine-1(2H)-carboxylic acid tert-butyl ester